C(C)OC1=C2C(C(=C(NC2=C(C=N1)C)C)C=1OC=NN1)C1=C(C=C(C#N)C=C1)OC 4-[5-ethoxy-2,8-dimethyl-3-(1,3,4-oxadiazol-2-yl)-1,4-dihydro-1,6-naphthyridin-4-yl]-3-methoxybenzonitrile